5-((3S,5R)-3,5-Dimethylpiperazin-1-yl)-2-methyl-N-(1-(naphthalen-1-yl)cyclopropyl)benzamide C[C@H]1CN(C[C@H](N1)C)C=1C=CC(=C(C(=O)NC2(CC2)C2=CC=CC3=CC=CC=C23)C1)C